C(C)OC(CCCN(C1CCNCC1)C)=O 4-((4-ethoxy-4-oxobutyl)(methyl)amino)piperidine